C1(CCC1)[C@H]([C@@H](CC=C)C)S(=O)(=O)N(CC1=CC=C(C=C1)OC)CC1=CC=C(C=C1)OC (1S,2R)-1-CYCLOBUTYL-N,N-BIS(4-METHOXYBENZYL)-2-METHYLPENT-4-ENE-1-SULFONAMIDE